FC1=CC=C(C=C1)C1=NOC(=C1COC1=CC=C(C=N1)C=1C=C2N(C(N1)=O)CC13N2CC(C1)C3)C 3-(6-((3-(4-fluorophenyl)-5-methylisoxazol-4-yl)methoxy)pyridin-3-yl)-7,8-dihydro-1H,6H,9H-7,8a-methanopyrrolo[1',2':3,4]imidazo[1,2-c]pyrimidin-1-one